N(=NC(C#N)(CC(C)(OC)C)C)C(C#N)(CC(C)(C)OC)C 2,2'-azo-bis(4-methoxy-2,4-dimethylvaleronitrile)